1-(6-(((6-(piperidin-4-yl)pyridin-2-yl)oxy)methyl)pyridin-3-yl)ethane N1CCC(CC1)C1=CC=CC(=N1)OCC1=CC=C(C=N1)CC